C12N(CC(NC1)CC2)C=2C=C1C(N(C(C1=CC2)=O)C2C(NC(CC2)=O)=O)=O 5-(2,5-diazabicyclo[2.2.2]octan-2-yl)-2-(2,6-dioxopiperidin-3-yl)isoindoline-1,3-dione